2-hydroxy-3-(4-hydroxy-3-methoxyphenyl)propionic acid OC(C(=O)O)CC1=CC(=C(C=C1)O)OC